N-((6-Aminopyridin-2-yl)sulfonyl)-6-(2,3-dihydrobenzofuran-5-yl)-2-(mesityloxy)-pyridin-3-carboxamid NC1=CC=CC(=N1)S(=O)(=O)NC(=O)C=1C(=NC(=CC1)C=1C=CC2=C(CCO2)C1)OC1=C(C=C(C=C1C)C)C